C(#N)C1(CC1)CNC(=O)NC=1C=NN2C1N=C(C=C2NC)NC2=CC=CC=1OCCOC12 1-((1-cyanocyclopropyl)methyl)-3-(5-((2,3-dihydrobenzo[b][1,4]dioxin-5-yl)amino)-7-(methylamino)pyrazolo[1,5-a]pyrimidin-3-yl)urea